ClC1=CC(=C(COC2=NC=3CN(CCC3C=C2C(F)(F)F)C(=O)OC(C)(C)C)C(=C1)F)F tert-butyl 2-((4-chloro-2,6-di-fluorobenzyl)oxy)-3-(trifluoromethyl)-5,8-dihydro-1,7-naphthyridine-7(6H)-carboxylate